N1N=NC=C1 1H-triazol